7,8,9,10-tetrahydro-6,6,9-trimethyl-3-pentyl-6H-dibenzo[b,d]pyran-1-ol CC1(C2=C(C3=C(O1)C=C(C=C3O)CCCCC)CC(CC2)C)C